ClC=1C=CC(=C2C3(NCNC12)C(CCCC3)=O)C3=C(C(=O)O)C=CC=C3 8'-chloro-2-oxo-2',3'-dihydro-1'H-spiro[cyclohexane-1,4'-quinazolin]-5'-ylbenzoic acid